[NH+]12[NH2+]CC(CC1)CC2 diazoniabicyclo[2.2.2]octane